OC[C@H](C1=CC=CC=C1)NC1=NC(=NC=C1C1=NOC(=N1)C)NC=1C=C2CCNC(C2=CC1)=O 6-[[4-[[(1S)-2-hydroxy-1-phenyl-ethyl]amino]-5-(5-methyl-1,2,4-oxadiazol-3-yl)pyrimidin-2-yl]amino]-3,4-dihydro-2H-isoquinolin-1-one